FC=1C=C(C=C(C1)OC)[C@@H](CO)NC([C@H](C)N1C(N2C(CC1)=CC(=C2)C2=NC(=NC=C2C)NC2=CC=NN2C)=O)=O (S)-N-((S)-1-(3-fluoro-5-methoxyphenyl)-2-hydroxyethyl)-2-(6-(5-methyl-2-((1-methyl-1H-pyrazol-5-yl)amino)pyrimidin-4-yl)-1-oxo-3,4-dihydropyrrolo[1,2-c]pyrimidin-2(1H)-yl)propanamide